N-(1-(4,4-difluorocyclohexyl)-2-oxo-1,2-dihydropyridin-3-yl)-4-iodo-2-(6-azaspiro[2.5]octane-6-yl)benzamide FC1(CCC(CC1)N1C(C(=CC=C1)NC(C1=C(C=C(C=C1)I)N1CCC2(CC2)CC1)=O)=O)F